2-[4-(4-chlorophenoxy)-2-(trifluoromethyl)phenyl]-1-(1,2,4-triazol-1-yl)butan-2-ol ClC1=CC=C(OC2=CC(=C(C=C2)C(CN2N=CN=C2)(CC)O)C(F)(F)F)C=C1